O1CCC[C@]12CN(CC2)C=2N=NC(=C1C2N=CC=C1)C1=C(C=C(C=C1)C(F)(F)F)O (S)-2-(8-(1-oxa-7-azaspiro[4.4]nonan-7-yl)pyrido[2,3-d]pyridazin-5-yl)-5-(trifluoromethyl)phenol